methyl (S)-2-(4-(6-((6-cyano-4-methoxypyridin-3-yl) methoxy) pyridin-2-yl)-2,5-difluorobenzyl)-1-(oxetan-2-ylmethyl)-1H-benzo[d]imidazole-6-carboxylate C(#N)C1=CC(=C(C=N1)COC1=CC=CC(=N1)C1=CC(=C(CC2=NC3=C(N2C[C@H]2OCC2)C=C(C=C3)C(=O)OC)C=C1F)F)OC